C(C)(C)(C)OC(=O)N1C(=C(C=2C1=NC=CC2)I)C(F)F (difluoromethyl)-3-iodo-1H-pyrrolo[2,3-b]pyridine-1-carboxylic acid tert-butyl ester